C(C1=CC=CC=C1)N1CCC(CC1)CC1C(C2=CC=C(C=C2C1)C1CCN(CC1)CCCN1C=CC2=CC(=CC=C12)C#N)=O (3-(4-(2-((1-benzylpiperidin-4-yl)methyl)-1-oxo-2,3-dihydro-1H-inden-5-yl)piperidin-1-yl)propyl)-1H-indole-5-carbonitrile